OC(COC=1C(=CC(=NC1)C)C1=CC=2N(C=C1)N=C(C2)NC=2C=C(C(N(N2)C)=O)C)(C)C 6-[[5-[5-(2-hydroxy-2-methyl-propoxy)-2-methyl-4-pyridyl]pyrazolo[1,5-a]pyridin-2-yl]amino]-2,4-dimethyl-pyridazin-3-one